5-(2-((2-(2-ethoxyphenoxy)ethyl)amino)propyl)-2-methoxybenzenesulfonamide C(C)OC1=C(OCCNC(CC=2C=CC(=C(C2)S(=O)(=O)N)OC)C)C=CC=C1